2-oxo-1-[cis-4-[(3-methoxy-4-methylphenyl)carbamoyl]cyclohexyl]-2,3-dihydro-1H-1,3-benzodiazole-4-carboxylic acid methyl ester COC(=O)C1=CC=CC=2N(C(NC21)=O)[C@@H]2CC[C@@H](CC2)C(NC2=CC(=C(C=C2)C)OC)=O